C(C)(=O)O.NCC=1C(=CC(=NC1)C)CS(=O)(=O)NC 5-aminomethyl-2-methyl-pyridin-4-yl-N-methyl-methanesulfonamide acetate